ClC1=NC(=C(C(=C1C#N)CC)C#N)N1CCC(CC1)O 2-chloro-4-ethyl-6-(4-hydroxypiperidin-1-yl)pyridine-3,5-dicarbonitrile